ClC=1C=CC2=C(SC3=C2C=CC(=C3)Cl)C1 3,7-Dichloro-dibenzothiophene